methyl 5-(2-(2-(tert-butyl) phenoxy) acetamido)-2-hydroxybenzoate C(C)(C)(C)C1=C(OCC(=O)NC=2C=CC(=C(C(=O)OC)C2)O)C=CC=C1